[Dy].C(C)(C)(C)OOC(C)(C)C1=CC(=CC(=C1)C(C)(C)OOC(C)(C)C)C(C)(C)OOC(C)(C)C 1,3,5-tris-[(tert-butylperoxy)-isopropyl]benzene dysprosium